Prop-2-yn-1-yl-(2S)-2-{3-[(5-tert-butylpyridin-2-yl)oxy]phenoxy}propanoat C(C#C)OC([C@H](C)OC1=CC(=CC=C1)OC1=NC=C(C=C1)C(C)(C)C)=O